N=C(C=1C=C(SC1)CNC(=O)[C@H]1N([C@H]2C[C@]2(C1)C)C(CNC(C1=CC=C(C=C1)OC1=CC=CC=C1)=O)=O)NNS(=O)(=O)C1=CC=CC=C1 (1S,3S,5S)-N-((4-(imino(2-(phenylsulfonyl)hydrazineyl)methyl)thiophen-2-yl)methyl)-5-methyl-2-((4-phenoxybenzoyl)glycyl)-2-azabicyclo[3.1.0]hexane-3-carboxamide